P(=O)(O)(O)OCCOC(CCCCCCCCCC(C)C)=O 2-(11-methyldodecanoyloxy)ethanol phosphate